2-(1-(3,5-difluorophenyl)-1H-pyrazol-3-yl)propanoic acid FC=1C=C(C=C(C1)F)N1N=C(C=C1)C(C(=O)O)C